2-(3,5-bis(2-(methylthio)pyrimidin-5-yl)benzoyl)-N6-(tert-butoxycarbonyl)-L-lysine CSC1=NC=C(C=N1)C=1C=C(C(=O)[C@](N)(CCCCNC(=O)OC(C)(C)C)C(=O)O)C=C(C1)C=1C=NC(=NC1)SC